NC1=C2N=CN(C2=NC(=N1)F)[C@H]1C[C@@H]([C@@](O1)(C#C)COP(=O)(OC1=CC=CC=C1)N[C@@H](C)C(=O)OCCCCCCCCCCCC)O Dodecyl ((((2R,3S,5R)-5-(6-amino-2-fluoro-9H-purin-9-yl)-2-ethynyl-3-hydroxytetrahydrofuran-2-yl)methoxy)(phenoxy)phosphoryl)-L-alaninate